[(2S)-1-(2-{3-[4-(Cyclopropanesulfonyl)phenyl]-1H-pyrazolo[3,4-b]pyridin-5-yl}-7-methyl-6,7,8,9-tetrahydro-5H-benzo[7]annulen-7-yl)pyrrolidin-2-yl]methanol C1(CC1)S(=O)(=O)C1=CC=C(C=C1)C1=NNC2=NC=C(C=C21)C=2C=CC1=C(CCC(CC1)(C)N1[C@@H](CCC1)CO)C2